2-((1H-indol-3-yl)methylene)-1-(3,4,5-trimethoxyphenyl)butan-1-one N1C=C(C2=CC=CC=C12)C=C(C(=O)C1=CC(=C(C(=C1)OC)OC)OC)CC